N-(4-(4-(azetidin-1-ylmethyl)-3-methyl-1H-pyrazol-1-yl)pyrimidin-2-yl)-6-methoxybenzene-1,3-diamine N1(CCC1)CC=1C(=NN(C1)C1=NC(=NC=C1)NC1=CC(=CC=C1OC)N)C